N[C@@H](CNCC=1C=CC2=C(N=C(O2)[C@H](C(C2CC2)C2CC2)NC(OCC2=CC=CC=C2)=O)C1)C(F)(F)F benzyl ((S)-1-(5-((((S)-2-amino-3,3,3-trifluoropropyl)amino)methyl)-benzo[d]oxazol-2-yl)-2,2-dicyclopropylethyl)carbamate